C(C=C)(=O)N1C[C@@H](CC1)N(C=1N=C2C(=NC1)NC=C2C(=O)NCC)C |r| Racemic-2-[(1-acryloylpyrrolidin-3-yl)(methyl)amino]-N-ethyl-5H-pyrrolo[2,3-b]pyrazine-7-carboxamide